C(C=C)(=O)OCC(C(C)OC(F)(F)F)C 3-(acryloyloxymethyl)-2-trifluoromethyloxybutane